6-(hydroxymethyl)-3-methyl-1,5,6,7-tetrahydroindol-4-one OCC1CC(C=2C(=CNC2C1)C)=O